C(#C)C1=CN=CC=2[C@H]3N(C[C@@H](OC21)C3)C(=O)C32CCC(CC3)(C2)F ((2S,5S)-9-ethynyl-2,3-dihydro-2,5-methanopyrido[3,4-f][1,4]oxazepin-4(5H)-yl)(4-fluorobicyclo[2.2.1]heptan-1-yl)methanone